C(#N)C1=C(C=CC(=C1)O)B(O)O 2-CYANO-4-HYDROXYPHENYLBORONIC ACID